ClC=1C(=C(NC2=C(NC3=C2C(NCC3)=O)C3=C(C=NC=C3)OCC3OCC3(C)C)C=CC1)OC 3-(3-chloro-2-methoxyanilino)-2-{3-[(3,3-dimethyloxetan-2-yl)methoxy]pyridin-4-yl}-1,5,6,7-tetrahydro-4H-pyrrolo[3,2-c]pyridin-4-one